OCN1N=NC2=C1C=CC=C2 1-hydroxymethylbenzotriazol